Cl.NC1=C(C=C(OC2=CC=NC=3N(C(C=NC32)=O)C)C=C1)SC 8-(4-amino-3-(methylthio)phenoxy)-4-methylpyrido[2,3-b]pyrazin-3(4H)-one hydrochloride